2-(6-(((trans)-3-Hydroxy-3-methylcyclobutyl)amino)-5-methylpyridazin-3-yl)-3-methyl-5-(trifluoromethyl)phenol OC1(CC(C1)NC1=C(C=C(N=N1)C1=C(C=C(C=C1C)C(F)(F)F)O)C)C